C1(CC1)CCN1CC2=C(CC1)NC=N2 5-(2-cyclopropylethyl)-4,5,6,7-tetrahydro-1H-imidazo[4,5-c]pyridin